3,3,3-trifluoro-propanamid FC(CC(=O)N)(F)F